C1(CC1)C1=NN(C=C1C1=NC2=CC(=CC=C2N=C1)CN1CCNCC1)[C@@H]1C[C@H](C1)CCCNC=1C=C2C(N(C(C2=CC1)=O)C1C(NC(CC1)=O)=O)=O 5-((3-(trans-3-(3-cyclopropyl-4-(7-(piperazin-1-ylmethyl)quinoxalin-2-yl)-1H-pyrazol-1-yl)cyclobutyl)propyl)amino)-2-(2,6-dioxopiperidin-3-yl)isoindoline-1,3-dione